N5-(4-(3-((4R,Z)-9-amino-4-((4-hydroxybenzyl)carbamoyl)-2,11,16-trioxo-1-phenyl-3,8,10,12,15-pentaazaoctadec-9-en-1-yl)phenoxy)butyl)-D-glutamine N/C(/NCCC[C@@H](NC(C(C1=CC=CC=C1)C=1C=C(OCCCCNC(CC[C@@H](N)C(=O)O)=O)C=CC1)=O)C(NCC1=CC=C(C=C1)O)=O)=N/C(NCCNC(CC)=O)=O